4-amino-1-((4S,5R)-5-ethynyl-4-hydroxy-5-(hydroxymethyl)tetrahydrofuran-2-yl)-5-methylpyrimidin-2(1H)-one NC1=NC(N(C=C1C)C1O[C@@]([C@H](C1)O)(CO)C#C)=O